N1C(=NCC1)SCCN1CCCC1 1-(2-((4,5-dihydro-1H-imidazol-2-yl)thio)ethyl)pyrrolidine